BrC1=CC(=CC2=C1SC(=C2)C(=O)OCC)F Ethyl 7-bromo-5-fluorobenzo[b]thiophene-2-carboxylate